N1(C=NC=C1)C1=CC=C(N=N1)C(=O)NC1=C(C(=O)O)C=C(C(=C1)F)F 2-(6-(1H-Imidazol-1-yl)pyridazine-3-carboxamido)-4,5-difluorobenzoic acid